2-oxooxazolidine O=C1OCCN1